C(#N)C=1C=NN2C1C(=CC(=C2)C=2C=CC(=NC2)N2C[C@@H](CC2)NC(OC(C)(C)C)=O)O t-Butyl N-[(3R)-1-[5-(3-cyano-4-hydroxy-pyrazolo[1,5-a]pyridin-6-yl)-2-pyridyl]pyrrolidin-3-yl]carbamate